N-(3-carbamoyloxetan-3-yl)-7-fluoro-2-methyl-5-((4-methylthiazol-5-yl)methoxy)benzofuran C(N)(=O)C1(COC1)N1CSC(=C1C)COC=1C=C(C2=C(C=C(O2)C)C1)F